[O-]CCCC.[Na+] Natrium butoxid